[Ni](I)I.N1=C(C=CC=C1)C1=NC=CC=C1 (2,2'-bipyridine) nickel diiodide